Silylacrylat [SiH3]OC(C=C)=O